4-amino-N-(4-ethynylphenyl)-7-(1-methylcyclopropyl)-7H-pyrrolo[2,3-d]pyrimidine-5-carboxamide NC=1C2=C(N=CN1)N(C=C2C(=O)NC2=CC=C(C=C2)C#C)C2(CC2)C